phenyl-6-(4-fluorobenzyl)-3,3-dimethyl-2,3-dihydro-1H-pyrrolo[3,2-b]pyridine-5-carboxylate C1(=CC=CC=C1)OC(=O)C1=C(C=C2C(=N1)C(CN2)(C)C)CC2=CC=C(C=C2)F